7-(1-chloroethyl)-3-ethylquinolin-2(1H)-one ClC(C)C1=CC=C2C=C(C(NC2=C1)=O)CC